BrC=1C=CC=2C3=C(NC2C1)C(C(=CN3)C(=O)OCC)=O ethyl 7-bromo-4-oxo-4,5-dihydro-1H-pyrido[3,2-b]indole-3-carboxylate